F[C@H]1C[C@H](N2N=C(N=C21)SC2CC(C2)F)C2=CC(=CC=C2)F (5S,7S)-7-fluoro-2-trans-(3-fluorocyclobutyl)thio-5-(3-fluorophenyl)-6,7-dihydro-5H-pyrrolo[1,2-b][1,2,4]triazole